BrC=1N=CC(=NC1)C1=C2CCN(C2=CC=C1)C(=O)OCC1=CC=CC=C1 Benzyl 4-(5-bromopyrazin-2-yl)indoline-1-carboxylate